C(C)(C)(C)OC(=O)N1CC2=CC=C(C=C2C1)B(O)O (2-tert-butoxycarbonyl-isoindolin-5-yl)boronic acid